1-(2-chloro-6-fluorobenzyl)-5-(3-cyclopropyl-1,2,4-oxadiazol-5-yl)pyridin-2(1H)-one ClC1=C(CN2C(C=CC(=C2)C2=NC(=NO2)C2CC2)=O)C(=CC=C1)F